diethyl-phosphorus dichloride C(C)[P](CC)(Cl)Cl